[N+](=O)([O-])C1=C(C=CC(=C1)C(=O)O)C=CC1=C(C=C(C=C1)C(=O)O)[N+](=O)[O-] 2,2'-dinitro-4,4'-stilbenedicarboxylic acid